C(C)(C)(C)PC (S)-tert-butyl-methylphosphine